FC1=CC=C(C=C1)C(CCN1CCC(CC1)CNC(OC(C)(C)C)=O)=O tert-butyl ((1-(3-(4-fluorophenyl)-3-oxopropyl)piperidin-4-yl)methyl)carbamate